5-[4-[(3S)-3-methylmorpholin-4-yl]-6-morpholino-1,3,5-triazin-2-yl]-4-(trifluoromethyl)pyrimidin-2-amine C[C@@H]1N(CCOC1)C1=NC(=NC(=N1)N1CCOCC1)C=1C(=NC(=NC1)N)C(F)(F)F